1-(1,5-dimethyl-4,5,6,7-tetrahydro-1H-imidazo[4,5-c]pyridin-2-yl)cyclopropan-1-amine CN1C(=NC=2CN(CCC21)C)C2(CC2)N